tert-butyl {[4-fluoro-6-hydroxy-5-(1,1,4-trioxo-1λ6,2,5-thiadiazolidin-2-yl)-2,3-dihydro-1H-inden-2-yl]methyl}carbamate, ammonium salt [NH4+].FC1=C2CC(CC2=CC(=C1N1S(NC(C1)=O)(=O)=O)O)CNC(OC(C)(C)C)=O